C1(CC1)C1=C(C=C(C(=C1)I)C)N(C(C#CC)=O)C1=CC=C2C(=N1)C(=NN2C)O[C@H]2C[C@@H](CC2)C(=O)O (1R,3R)-3-({5-[N-(2-cyclopropyl-4-iodo-5-methylphenyl)but-2-ynamido]-1-methylpyrazolo[4,3-b]pyridin-3-yl}oxy)cyclopentane-1-carboxylic acid